Cl.FC1=CC=C(CN2N=C(C=3CN(CC(C32)C)C(=O)C=3NC=CC3)C(=O)NC3CNCCC3)C=C1 1-(4-Fluorobenzyl)-7-methyl-N-(piperidin-3-yl)-5-(1H-pyrrole-2-carbonyl)-4,5,6,7-tetrahydro-1H-pyrazolo[4,3-c]pyridine-3-carboxamide hydrochloride